ClC1=C(N)C(=CC=C1)B1OC(C(O1)(C)C)(C)C 2-chloro-6-(4,4,5,5-tetramethyl-1,3,2-dioxaborolan-2-yl)aniline